1-{amino[5-(dimethylamino)naphthalen-1-yl]oxo-λ6-sulfanylidene}-3-[4-fluoro-2,6-bis(propan-2-yl)phenyl]urea NS(=NC(=O)NC1=C(C=C(C=C1C(C)C)F)C(C)C)(=O)C1=CC=CC2=C(C=CC=C12)N(C)C